(5R)-3-bromo-5,8,8-trimethyl-5-phenyl-9,10-dihydro-7H-benzo[b][1,8]naphthyridin-6-one BrC1=CC=2[C@](C3=C(NC2N=C1)CC(CC3=O)(C)C)(C3=CC=CC=C3)C